2-((1s,4s)-4-aminocyclohexyl)propan-2-ol NC1CCC(CC1)C(C)(C)O